(S)-tert-butyl 4-(7-(2-acetoxy-3-methoxyphenyl)-6-chloro-1-(2-isopropyl-4-methylpyridin-3-yl)-2-oxo-1,2-dihydropyrido[2,3-d]pyrimidin-4-yl)-3-methylpiperazine-1-carboxylate C(C)(=O)OC1=C(C=CC=C1OC)C=1C(=CC2=C(N(C(N=C2N2[C@H](CN(CC2)C(=O)OC(C)(C)C)C)=O)C=2C(=NC=CC2C)C(C)C)N1)Cl